NC=1C(NC2=C3C(=C(C=C2C1C1=CC(=CC=C1)OC)C1CC1)C=CC=C3)=O 3-amino-6-cyclopropyl-4-(3-methoxyphenyl)-1H-benzo[h]quinolin-2-one